4,4'-Bis((4-vinyl-phenoxy)methyl)-1,1'-biphenyl C(=C)C1=CC=C(OCC2=CC=C(C=C2)C2=CC=C(C=C2)COC2=CC=C(C=C2)C=C)C=C1